ClC=1C(=NC(=NC1)N[C@H]1[C@@H]([C@@H]2CO[C@H](C1)N2S(=O)(=O)C2CCCC2)O)C=2C=C(C1=C(N(C(=N1)C(C)(C)O)C(C)C)C2)F (1S,2S,3R,5R)-3-((5-chloro-4-(4-fluoro-2-(2-hydroxypropan-2-yl)-1-isopropyl-1H-benzo[d]imidazol-6-yl)pyrimidin-2-yl)amino)-8-(cyclopentylsulfonyl)-6-oxa-8-azabicyclo[3.2.1]octan-2-ol